C=CC(CCCC)=O 1-Hepten-3-on